3,5-dimethyl-benzene magnesium bromide [Br-].[Mg+2].CC=1C=CC=C(C1)C.[Br-]